The molecule is a docosanoid that is (7Z,10Z,13Z,15E,19Z)-docosapentaenoic acid carrying a hydroperoxy substituent at position 17. An intermediate of specialised proresolving mediators. It is a docosanoid, a hydroperoxy fatty acid and a long-chain fatty acid. It derives from a (7Z,10Z,13Z,16Z,19Z)-docosapentaenoic acid. It is a conjugate acid of a (7Z,10Z,13Z,15E,19Z)-17-hydroperoxydocosapentaenoate. CC/C=C\\CC(/C=C/C=C\\C/C=C\\C/C=C\\CCCCCC(=O)O)OO